C(#N)C1=CC(=C(C2=C1N(N=N2)C)C)C(CC(=O)OCC)C=2C=C(C1=C(C=CS1)C2)CN2C[C@H](OC1=C(C2)N=C(C=C1)O)CC Ethyl 3-(7-cyano-1,4-dimethyl-1H-benzotriazol-5-yl)-3-(7-{[(2R)-2-ethyl-7-hydroxy-2,3-dihydropyrido[2,3-f][1,4]oxazepin-4(5H)-yl]methyl}-1-benzothiophen-5-yl)propanoate